COC1=CC=C(C2=CC=CC=C12)CCC1=C(C=CC=C1)Cl 1-(4-methoxynaphthalene-1-yl)-2-(2-chlorophenyl)ethane